(3-aminoazetidin-1-yl)(4-((3-(1-(2,2-difluoroethyl)-3-(trifluoromethyl)-1H-pyrazol-4-yl)imidazo[1,2-a]pyrazin-8-yl)amino)-2-ethylphenyl)methanone NC1CN(C1)C(=O)C1=C(C=C(C=C1)NC=1C=2N(C=CN1)C(=CN2)C=2C(=NN(C2)CC(F)F)C(F)(F)F)CC